7-cyclopropyl-N-(1H-indol-6-ylmethyl)quinoxalin-2-amine C1(CC1)C1=CC=C2N=CC(=NC2=C1)NCC1=CC=C2C=CNC2=C1